N-(2-Hydroxy-2-methylpropyl)-2-(4-methylthiophen-3-yl)-6-[4-(trifluoromethoxy)phenyl]pyrimidin OC(CN1C(N=CC=C1C1=CC=C(C=C1)OC(F)(F)F)C1=CSC=C1C)(C)C